CCCCCCCC/C=C\\CCCCCCCC(=O)O[C@H](COC(=O)CCCCCCC/C=C\\CCCCCCC)COC(=O)CCCCCCC/C=C\\C/C=C\\CCCCC The molecule is a triacyl-sn-glycerol in which the acyl groups at positions 1, 2 and 3 are specified as (9Z)-heptadecenoyl, oleoyl and linoleoyl respectively. It has a role as a human blood serum metabolite. It is a triacylglycerol 53:4, a triacyl-sn-glycerol and a linoleoyl containing 1,2,3-triacyl-sn-glycerol.